BrC1=C(C=C(S1)C1=NOC(C1)(C(F)(F)F)C1=CC(=C(C(=C1)Cl)Cl)Cl)C 3-(5-bromo-4-methylthiophene-2-yl)-5-(3,4,5-trichlorophenyl)-5-(trifluoromethyl)-4,5-dihydroisoxazole